5-bromo-2-(isopropylsulfamoylmethyl)pyrazole-3-carboxylic acid methyl ester COC(=O)C=1N(N=C(C1)Br)CS(NC(C)C)(=O)=O